ClC=1C=2C(N(C(C1C1=NC3=C(N1)C=C(C(=C3)C)N3CCOCC3)=O)CC3=CC=C(C=C3)OC)=CN(N2)CC 7-chloro-2-ethyl-4-(4-methoxybenzyl)-6-(5-methyl-6-morpholino-1H-benzo[d]imidazol-2-yl)-2,4-dihydro-5H-pyrazolo[4,3-b]pyridin-5-one